1-tert-butyl-3-{3-[(5-fluoropyridin-2-yl)methoxy]-4-nitrophenyl}-5-[(pyridin-2-yl)amino]-1H-pyrazole-4-carbonitrile C(C)(C)(C)N1N=C(C(=C1NC1=NC=CC=C1)C#N)C1=CC(=C(C=C1)[N+](=O)[O-])OCC1=NC=C(C=C1)F